1-(2-chloro-4-((5-methoxy-2,3-dihydro-[1,4]dioxino[2,3-f]quinolin-10-yl)oxy)phenyl)-3-methylurea ClC1=C(C=CC(=C1)OC1=CC=NC2=CC(=C3C(=C12)OCCO3)OC)NC(=O)NC